ClC=1C(=C(C(=O)OC[C@H]2OC([C@@H]([C@H]2O)O)O)C(=CC1)Cl)OC ((2R,3R,4R)-3,4,5-trihydroxytetrahydrofuran-2-yl)methyl 3,6-dichloro-2-methoxybenzoate